2-methoxy-4-[(2S)-2-(prop-2-yn-1-yl)morpholine-4-carbonyl]aniline COC1=C(N)C=CC(=C1)C(=O)N1C[C@@H](OCC1)CC#C